CC=1C(=CC=C2N=CC(=NC12)C=1C=NN(C1)CC1CCNCC1)OC1=CC2=C(N=C(N2)C)C=C1 8-methyl-7-[(2-methyl-3H-benzimidazol-5-yl)oxy]-2-[1-(4-piperidylmethyl)pyrazol-4-yl]quinoxaline